C1=C(C=CC2=CC=CC=C12)C1=NC2=CC=CC=C2C(N1)=O 2-(2-naphthyl)-4[3H]quinazolinone